1-aminopropyl-3-methylimidazole L-proline salt N1[C@@H](CCC1)C(=O)O.NC(CC)C1=NC=CN1C